ClC1=C(C=CC=C1)S(=O)(=O)CP(OCC)(OCC)=O diethyl (2-chlorophenylsulfonyl)methylphosphonate